1,2-bis(3-acryloyloxy-2-hydroxypropoxy)ethane titanium(III) bromide [Br-].[Ti+3].C(C=C)(=O)OCC(COCCOCC(COC(C=C)=O)O)O.[Br-].[Br-]